C1(CC1)C1=NN=C2N1N=C(C=C2NCC2=NC=CC=C2)NCC=2OC=CC2 3-cyclopropyl-N6-(furan-2-ylmethyl)-N8-(pyridin-2-ylmethyl)-[1,2,4]triazolo[4,3-b]pyridazine-6,8-diamine